methyl 2-cyclopropyl-5-ethoxy-4-((2-(4-((2-(2-(2-hydroxyethoxy)ethoxy)ethyl)carbamoyl)phenyl)-3-oxo-2,8-diazaspiro[4.5]decan-8-yl)methyl)benzoate C1(CC1)C1=C(C(=O)OC)C=C(C(=C1)CN1CCC2(CC(N(C2)C2=CC=C(C=C2)C(NCCOCCOCCO)=O)=O)CC1)OCC